C1,1-difluoropropan-2-amine hydrochloride Cl.FC(C(C)N)F